Cl.Cl.NC=1C=C(C=CC1N1CCCCC1)CC(=O)N1CCOCC1 2-(3-amino-4-(piperidin-1-yl)phenyl)-1-morpholinoethane-1-one dihydrochloride